FC=1C=C(C=CC1F)[C@@H](C[N+](=O)[O-])C(C(=O)OCC)C(=O)OCC 1,3-diethyl 2-[(1S)-1-(3,4-difluorophenyl)-2-nitroethyl]propanedioate